ClC=1C(=C(C(=CC1)F)[C@@H](NC(=O)C1C[C@@H]2[C@@H](NC(O2)=O)C1)C12CCC(CC1)(C2)F)F (3aS,6aR)-N-((S)-(3-chloro-2,6-difluorophenyl)(4-fluorobicyclo[2.2.1]heptan-1-yl)methyl)-2-oxohexahydro-2H-cyclopenta[d]oxazole-5-carboxamide